C(#N)C1=NN=CS1 5-cyano-1,3,4-thiadiazol